O=C1NC(CCC1N1C(C2=CC=CC=C2C1=O)=O)=O 2-(2,6-dioxopiperidin-3-yl)Isoindole-1,3-dione